ClC1=C(C=CC(=C1)NCC=1SC(=CC1)Cl)NC(C(C)(C)C)=O N-{2-Chloro-4-[(5-chloro-thiophen-2-ylmethyl)-amino]-phenyl}-2,2-dimethylpropionamide